C(C=C)(=O)OC(COC1=CC=C(C=C1)N)COC 1-(4-aminophenoxy)-3-methoxyprop-2-yl acrylate